6-((3,4-Difluorophenoxy)methyl)-2,3-dihydrobenzofuran-4-yl trifluoromethanesulfonate FC(S(=O)(=O)OC1=CC(=CC2=C1CCO2)COC2=CC(=C(C=C2)F)F)(F)F